methyl-2-methoxypropionic acid CC(C(=O)O)(C)OC